OC(=O)C(F)(F)F.ONC(=O)C1CCC(CC1)NC1C(C1)C1=CC=CC=C1 4-(2-Phenyl-cyclopropylamino)-cyclohexanecarboxylic Acid Hydroxyamide TFA Salt